Cl.Cl.FC1=C(C=CC(=C1)C1(CCNCC1)O)C=1N=C2SC3=C(N2C1)C=C(C(=C3)C(=O)NCCCN3CCC(CC3)F)OC 2-(2-fluoro-4-(4-hydroxypiperidin-4-yl)phenyl)-N-(3-(4-fluoropiperidin-1-yl)propyl)-6-methoxybenzo[d]imidazo[2,1-b]thiazole-7-carboxamide dihydrochloride